P(=O)(OC1=C2C(=CNC2=CC=C1)CC([2H])N(C([2H])([2H])[2H])C([2H])([2H])[2H])(O)O 3-(2-(bis(methyl-d3)amino)ethyl-2-d)-1H-indol-4-yl dihydrogen phosphate